ClC1=C(N=C2N(C1=O)C=C(N=C2C2=C(C=C(C(=C2)F)F)F)[C@@H]2C[C@@H](OCC2)C=2C=NN(C2)C2CC2)C 3-chloro-7-((2R,4S)-2-(1-cyclopropyl-1H-pyrazol-4-yl)tetrahydro-2H-pyran-4-yl)-2-methyl-9-(2,4,5-trifluorophenyl)-4H-pyrazino[1,2-a]pyrimidin-4-one